(R)-4-[5-(4-chlorophenyl)-1-[2-(trifluoromethyl)-phenyl]pyrrol-2-yl]-N-[2-(dimethylamino)ethyl]benzamide (+)-L-tartrate C(=O)(O)[C@H](O)[C@@H](O)C(=O)O.ClC1=CC=C(C=C1)C1=CC=C(N1C1=C(C=CC=C1)C(F)(F)F)C1=CC=C(C(=O)NCCN(C)C)C=C1